3,5-dibromo-1-(4-trifluoromethylphenyl)-1H-pyrazole BrC1=NN(C(=C1)Br)C1=CC=C(C=C1)C(F)(F)F